D,L-glucose O=C[C@H](O)[C@@H](O)[C@H](O)[C@H](O)CO |r|